N1(CCNCC1)CCCCOC1=CC=C2C=CC(NC2=C1)=O 7-[4-(1-piperazinyl)-butoxy]-1H-quinolin-2-one